tert-butyl 6-(3-cyclopropyl-1H-1,2,4-triazol-1-yl)-2-azaspiro[3.3]heptane-2-carboxylate C1(CC1)C1=NN(C=N1)C1CC2(CN(C2)C(=O)OC(C)(C)C)C1